methyl (1S,3S)-3-aminocyclohexanecarboxylate N[C@@H]1C[C@H](CCC1)C(=O)OC